6-((3S,5S)-4-(tert-butoxycarbonyl)-3,5-dimethylpiperazin-1-yl)-3-((7-fluoro-2-methyl-2H-indazol-5-yl)amino)-1-(tetrahydro-2H-pyran-2-yl)-1H-pyrazolo[3,4-b]pyridine-4-carboxylic acid C(C)(C)(C)OC(=O)N1[C@H](CN(C[C@@H]1C)C=1C=C(C2=C(N1)N(N=C2NC2=CC1=CN(N=C1C(=C2)F)C)C2OCCCC2)C(=O)O)C